(E)-3-((4-(3-(4-((2-ethyl-5,7-dimethylpyrazolo[1,5-a]pyrimidin-3-yl)methyl)phenyl)allyl)piperazin-1-yl)methyl)bicyclo[1.1.1]pentane-1-carboxylic acid C(C)C1=NN2C(N=C(C=C2C)C)=C1CC1=CC=C(C=C1)/C=C/CN1CCN(CC1)CC12CC(C1)(C2)C(=O)O